C(C)OC(=O)N1CC2(CC(C2)N2C[C@H]3C([C@H]3C2)C(N(C)CC)=O)CC1 2-{(1r,5s,6r)-6-[ethyl-(methyl)carbamoyl]-3-azabicyclo[3.1.0]hex-3-yl}-6-azaspiro[3.4]octane-6-carboxylic acid ethyl ester